valinamide nonanoate C(CCCCCCCC)(=O)O.N[C@@H](C(C)C)C(=O)N